methyl-3-aminopropionamide CC(C(=O)N)CN